C(C)(=O)OC=1C=C(C=CC1N1C[C@@H]2COCCN2CC1)B1OC(C)(C)C(C)(C)O1 3-acetoxy-4-((R)-hexahydropyrazino[2,1-c][1,4]oxazin-8(1H)-yl)phenylboronic acid pinacol ester